N-((6-((1,2,3-thiadiazol-4-yl)methoxy)-1H-indol-2-yl)methyl)-1-methylcyclopropane-1-carboxamide S1N=NC(=C1)COC1=CC=C2C=C(NC2=C1)CNC(=O)C1(CC1)C